methyl (E)-3-(5-(N-(2-chloro-4-(1-methyl-1H-indazol-5-yl)benzyl)benzamido)pyridin-3-yl)acrylate ClC1=C(CN(C(C2=CC=CC=C2)=O)C=2C=C(C=NC2)/C=C/C(=O)OC)C=CC(=C1)C=1C=C2C=NN(C2=CC1)C